5-chloro-4-methyl-1,4-dihydro-2H-pyrimido[4,5-d][1,3]oxazin-2-one ClC1=NC=NC=2NC(OC(C21)C)=O